ClC(=C(C1=CC=C(C=C1)O)C1=CC=C(C=C1)O)Cl 1,1-dichloro-2,2-bis(4-hydroxyphenyl)ethylene